((1R,3R,4R)-4-bromo-3-hydroxycyclohexyl)tert-butoxycarbonyl-amide Br[C@H]1[C@@H](C[C@@H](CC1)[N-]C(=O)OC(C)(C)C)O